2-(1-(2-fluoro-4-nitrophenyl)piperidin-4-yl)acetaldehyde FC1=C(C=CC(=C1)[N+](=O)[O-])N1CCC(CC1)CC=O